C(\C(\C)=C/C(=O)[O-])(=O)[O-].C(C1=CC=CC=C1)[N+](C1=CC=CC=C1)(C)C.C(C1=CC=CC=C1)[N+](C)(C)C1=CC=CC=C1 benzyl-dimethyl-phenyl-ammonium citraconate